2-(1-(5-ethylpyrimidin-2-yl)piperidine-4-yl)ethan-1-ol C(C)C=1C=NC(=NC1)N1CCC(CC1)CCO